FC1=CC=C(CC=2C=NN(C2)C(=O)N)C=C1 4-(4-fluorobenzyl)-1H-pyrazole-1-carboxamide